OC(C(=O)OCCCCCC(=O)OC\C=C/CCCCCC)CCC(=O)OCCCCCC(=O)OC\C=C/CCCCCC bis(6-(((Z)-non-2-en-1-yl)oxy)-6-oxohexyl) 2-hydroxypentanedioate